3-(diethylamino)propyl 2-(3,5-dichlorophenyl)benzo[d]oxazole-6-carboxylate ClC=1C=C(C=C(C1)Cl)C=1OC2=C(N1)C=CC(=C2)C(=O)OCCCN(CC)CC